(methylsulfonylmethyl)azetidin CS(=O)(=O)CN1CCC1